COC(=O)C1=CN(C(C=C1)=O)C1CC1 1-cyclopropyl-6-oxo-1,6-dihydropyridine-3-carboxylic acid methyl ester